methyl 5-amino-4-((3-(5-bromothiophene-2-carboxamido)cyclohexyl)amino)picolinate NC=1C(=CC(=NC1)C(=O)OC)NC1CC(CCC1)NC(=O)C=1SC(=CC1)Br